9-(2,4,4-trimethylpentyl)-9-phosphabicyclo[3.3.1]nonan CC(CP1C2CCCC1CCC2)CC(C)(C)C